C(C=C)OCC1=C(C(=CC(=C1)C)C)C1=CC(=C(C(=C1)C1CC1)F)[C@H](CC(=O)OCC)NC([C@@H](CCC=C)O)=O Ethyl (S)-3-(2'-((allyloxy)methyl)-5-cyclopropyl-4-fluoro-4',6'-dimethyl-[1,1'-biphenyl]-3-yl)-3-((R)-2-hydroxyhex-5-enamido)propanoate